N1N=NC2=C1C=CC(=C2)CN2C(C1=CC=CC=C1C2=O)CC=2C(=NC=CC2Br)C#N 3-((2-((1H-benzo[d][1,2,3]triazol-5-yl)methyl)-3-oxoisoindolin-1-yl)methyl)-4-bromopicolinonitrile